C(#N)C=1C=C(C=CC1)C=1N=C(SC1C1=CC(=NC(=C1)C)C)NC(=O)N1CC2N(C(C1)=O)CCCC2 N-[4-(3-Cyanophenyl)-5-(2,6-dimethyl-4-pyridyl)thiazol-2-yl]-4-oxo-3,6,7,8,9,9a-hexahydro-1H-pyrido[1,2-a]pyrazin-2-carboxamid